ClC1=CC=C(C(=N1)C(=O)O)NC(C)C=1C=C(C=C2C(C(=C(OC12)SCC)C)=O)C 6-chloro-3-[1-(2-ethylsulfanyl-3,6-dimethyl-4-oxo-chromen-8-yl)ethylamino]pyridine-2-carboxylic acid